Tert-butyl-8-(hydroxymethyl)-3-azabicyclo[3.2.1]octane-3-carboxylate C(C)(C)(C)OC(=O)N1CC2CCC(C1)C2CO